2-(propan-2-yl)pyridine CC(C)C1=NC=CC=C1